6-[4-fluoro-2-(piperidin-4-yl)-1,3-benzothiazol-6-yl]-N,2-dimethylimidazo[1,2-b]pyridazin-8-amine FC1=CC(=CC2=C1N=C(S2)C2CCNCC2)C=2C=C(C=1N(N2)C=C(N1)C)NC